O(C1=CC=CC=C1)P1(OC2=C(CO1)C=CC=C2)=O 2-phenoxy-4H-1,3,2-benzodioxaphosphorin 2-oxide